OCC1=CC=C(NC([C@H](C)NC(=O)[C@H](C(C)C)NC(OC(C)(C)C)=O)=O)C=C1 tert-butyl N-[(1S)-1-[[(1S)-2-[4-(hydroxymethyl)anilino]-1-methyl-2-oxo-ethyl]carbamoyl]-2-methyl-propyl]carbamate